(biphenylyl)(naphthyldimethylfluorenyl)(spirobifluorenyl)amine C1(=C(C=CC=C1)N(C=1C2(C3=CC4=CC=CC=C4C3=CC1)C=CC=C1C3=CC=CC=C3C=C12)C1=C(C(=C(C=2C3=CC=CC=C3CC12)C1=CC=CC2=CC=CC=C12)C)C)C1=CC=CC=C1